NC1=NC(=C(C=2N1C(N(N2)CC2N=NCCC2)=O)C2=CC(=NC(=C2)C)CO)C2=CC=C(C=C2)F 5-amino-7-(4-fluorophenyl)-8-[2-(hydroxymethyl)-6-methyl-4-pyridyl]-2-(3,4,5,6-tetrahydropyridazin-3-ylmethyl)-[1,2,4]triazolo[4,3-c]pyrimidin-3-one